3-(furan-2-yl)-2-(2-hydroxypropan-2-yl)-5,6-dihydroimidazo[1,2-a]pyrazine-7(8H)-carboxylic acid tert-butyl ester C(C)(C)(C)OC(=O)N1CC=2N(CC1)C(=C(N2)C(C)(C)O)C=2OC=CC2